2-(3-cyano-5-(methoxycarbonyl)-1H-pyrazolo[3,4-b]pyridin-1-yl)acetic acid C(#N)C1=NN(C2=NC=C(C=C21)C(=O)OC)CC(=O)O